Cl.O=C1NC(CCC1NC1=C(C=C(C=C1)N1CCC(CC1)(O)CC(=O)O)F)=O 2-[1-[4-[(2,6-dioxo-3-piperidyl)amino]-3-fluoro-phenyl]-4-hydroxy-4-piperidyl]acetic acid hydrochloride